(1S*,2R*,5R*)-(±)-2-(benzyloxy)-8-oxabicyclo[3.2.1]octan-3-one C(C1=CC=CC=C1)O[C@@H]1[C@@H]2CC[C@H](CC1=O)O2 |r|